FC(C1(N=N1)C=1C=C(C(=O)OCC(C2=CC=C(C=C2)C2(N=N2)C(F)(F)F)=O)C=CC1)(F)F 2-oxo-2-(4-(3-(Trifluoromethyl)-3H-diazirin-3-yl)phenyl)ethyl 3-(3-(trifluoromethyl)-3H-diazirin-3-yl)benzoat